FC1=C(C=C(C(=C1)OC)C(NC1C2C=CC(C1C(NC1=CC(=CC(=C1)S(F)(F)(F)(F)F)F)=O)C2)=O)C2=CC=C(C=C2)C(=O)O 2'-fluoro-5'-((3-((3-fluoro-5-(pentafluoro-λ6-sulfaneyl)phenyl)carbamoyl)bicyclo[2.2.1]hept-5-en-2-yl)carbamoyl)-4'-methoxy-[1,1'-biphenyl]-4-carboxylic acid